(Z)-hex-3-en-1-yl benzoate C(C1=CC=CC=C1)(=O)OCC\C=C/CC